2-(6-chloro-2,4-dihydropyrido[3,2-h][1,3]benzoxazin-3-yl)-N,N-diethylethanamine ClC=1C2=C(C3=C(CN(CO3)CCN(CC)CC)C1)N=CC=C2